[Cl-].C[NH+](CC1CCN(C2=CC=CC=C12)C)C N,N-Dimethyl-1-(1-methyl-1,2,3,4-tetrahydroquinolin-4-yl)methanaminium chloride